5-bromo-7-fluoro-3-(4-(4-methylpiperazin-1-yl)phenyl)quinolin-2(1H)-one BrC1=C2C=C(C(NC2=CC(=C1)F)=O)C1=CC=C(C=C1)N1CCN(CC1)C